[3-(cyclopropylmethyl)imidazol-4-yl]sulfinyloxylithium C1(CC1)CN1C=NC=C1S(=O)O[Li]